OC(CCN1N=C2C=C(C(=CC2=C1)NC(=O)C=1N=C(SC1)C1=CC=NC=C1)C=1C=C(C(=O)OC)C=CC1)(C)C methyl 3-(2-(3-hydroxy-3-methylbutyl)-5-(2-(pyridin-4-yl)thiazole-4-carboxamido)-2H-indazol-6-yl)benzoate